C(C)(C)(C)OC(=O)N1C=NC2=C1C=C(C=C2)B2OC(C)(C)C(C)(C)O2 (1-(tert-butoxycarbonyl)-1H-benzo[d]imidazol-6-yl)boronic acid pinacol ester